ClC1=CC2=C(N(C(N=C2N2CC(N(CC2C)C(=O)[O-])C)=O)C=2C(=NC=CC2C)C(C)C)N=C1C1=C(C=CC=C1)S(=O)C 4-(6-chloro-1-(2-isopropyl-4-methylpyridin-3-yl)-7-(2-(methylsulfinyl)phenyl)-2-oxo-1,2-dihydropyrido[2,3-d]pyrimidin-4-yl)-2,5-dimethylpiperazine-1-carboxylate